Sodium 6-(tert-butoxycarbonyl)-7-isopentyl-5,6,7,8-tetrahydro-1,6-naphthyridine-2-sulfonate C(C)(C)(C)OC(=O)N1CC=2C=CC(=NC2CC1CCC(C)C)S(=O)(=O)[O-].[Na+]